4-(4-(4-chlorophenyl) piperazin-1-yl)-2-methoxyquinazolin-7-yl (R)-4-acryloyl-2-methylpiperazine-1-carboxylate C(C=C)(=O)N1C[C@H](N(CC1)C(=O)OC1=CC=C2C(=NC(=NC2=C1)OC)N1CCN(CC1)C1=CC=C(C=C1)Cl)C